2-methyl-2-phenoxyethyl propionate C(CC)(=O)OCC(OC1=CC=CC=C1)C